1-(4-{4-[2-(5-chloro-2-fluorophenyl)acetamido]-1H-1,2,3-triazol-1-yl}butyl)-N-{[2-fluoro-5-(trifluoromethoxy)phenyl]methyl}-1H-1,2,3-triazole-4-carboxamide ClC=1C=CC(=C(C1)CC(=O)NC=1N=NN(C1)CCCCN1N=NC(=C1)C(=O)NCC1=C(C=CC(=C1)OC(F)(F)F)F)F